8-chloro-N-(2,2-difluorobenzo[d][1,3]dioxol-5-yl)-6-(3,6-dihydro-2H-pyran-4-yl)quinolin-2-amine ClC=1C=C(C=C2C=CC(=NC12)NC1=CC2=C(OC(O2)(F)F)C=C1)C=1CCOCC1